FC(C1CC(CC1C(F)(F)F)=O)(F)F 3,4-bis(trifluoromethyl)cyclopentanone